4-[4-(ethylamino)piperidin-1-yl]-6-fluoro-N-{8-fluoro-2-methylimidazo[1,2-a]pyridin-6-yl}-2-methylindazole-7-carboxamide C(C)NC1CCN(CC1)C=1C2=CN(N=C2C(=C(C1)F)C(=O)NC=1C=C(C=2N(C1)C=C(N2)C)F)C